ClC=1C=C(C=CC1)[C@H]1[C@@H](CNCC1)NC(=O)C1=NC2=C(N1)C=CC=C2 N-((3S,4S)-4-(3-chlorophenyl)piperidin-3-yl)-1H-benzo[d]imidazole-2-carboxamide